C(C)(C)(C)OC(=O)N1CC=2N(CC1)N=C(C2)CO 2-(hydroxymethyl)-6,7-dihydropyrazolo[1,5-a]pyrazine-5(4H)-carboxylic acid tert-butyl ester